(5R)-6-[3-fluoro-4-(morpholin-4-yl)phenyl]-5-methyl-4,5-dihydropyridazin-3(2H)-one FC=1C=C(C=CC1N1CCOCC1)C=1[C@@H](CC(NN1)=O)C